FC1=CC=C(C(=O)NCC=2N=NN(C2)C2=NC=C(C=N2)F)C=C1 4-fluoro-N-((1-(5-fluoropyrimidin-2-yl)-1H-1,2,3-triazol-4-yl)methyl)benzamide